N-(3,5-difluorobenzyl)-1-(5-fluoro-4-(1-methyl-1H-1,2,4-triazol-5-yl)pyrimidin-2-yl)-N-hydroxypiperidine-4-carboxamide FC=1C=C(CN(C(=O)C2CCN(CC2)C2=NC=C(C(=N2)C2=NC=NN2C)F)O)C=C(C1)F